(((S)-2-(2-(Benzofuran-6-carbonyl)-5,7-dichloro-1,2,3,4-tetrahydroisoquinoline-6-carboxamido)-3-(3-(methylsulfonyl)phenyl)propanoyl)oxy)methyl 5-((R)-1,2-dithiolan-3-yl)pentanoate S1S[C@@H](CC1)CCCCC(=O)OCOC([C@H](CC1=CC(=CC=C1)S(=O)(=O)C)NC(=O)C=1C(=C2CCN(CC2=CC1Cl)C(=O)C1=CC2=C(C=CO2)C=C1)Cl)=O